BrC1=CC(=C2C(=NC(=NC2=C1F)OC[C@]12CCCN2C[C@@H](C1)F)N1C[C@H]2CC[C@@H](C1)N2C(=O)OC(C)(C)C)C tert-butyl (1R,5S)-3-(7-bromo-8-fluoro-2-(((2R,7aS)-2-fluorotetrahydro-1H-pyrrolizin-7a(5H)-yl)methoxy)-5-methylquinazolin-4-yl)-3,8-diazabicyclo[3.2.1]octane-8-carboxylate